(S)-5-((2-amino-3-chloropyridin-4-yl)thio)-2-(1-amino-6-chloro-1,3-dihydrospiro[inden-2,4'-piperidin]-1'-yl)-3-methylpyridin-4(3H)-one NC1=NC=CC(=C1Cl)SC=1C([C@H](C(=NC1)N1CCC2(CC1)C(C1=CC(=CC=C1C2)Cl)N)C)=O